NC1=NC=CC=C1C1=NC=2C(=NC(=CC2)N2N=CC=C2)N1C=1C=C2CC[C@@H](C2=CC1)NC(=O)C=1NC=C2C(N(C=CC21)C)=O (S)-N-(5-(2-(2-aminopyridin-3-yl)-5-(1H-pyrazol-1-yl)-3H-imidazo[4,5-b]pyridin-3-yl)-2,3-dihydro-1H-inden-1-yl)-5-methyl-4-oxo-4,5-dihydro-2H-pyrrolo[3,4-c]pyridine-1-carboxamide